4-(4-Amino-2-difluoromethyl-phenyl)-3,6-dihydro-2H-pyridine-1-carboxylic acid tert-butyl ester C(C)(C)(C)OC(=O)N1CCC(=CC1)C1=C(C=C(C=C1)N)C(F)F